1,3,5-tris[(4-tert-butyl-3-hydroxy-2,6-xylyl)methyl]-1,3,5-triazin-2,4,6(1h,3h,5h)-trione C(C)(C)(C)C1=C(C(=C(C(=C1)C)CN1C(N(C(N(C1=O)CC1=C(C(=C(C=C1C)C(C)(C)C)O)C)=O)CC1=C(C(=C(C=C1C)C(C)(C)C)O)C)=O)C)O